ClC1=CC=C(OCC2=NN=C(S2)NC(C2=CN=C(C=C2N2CCOC3(CC3)C2)C)=O)C=C1 N-(5-((4-chlorophenoxy)methyl)-1,3,4-thiadiazol-2-yl)-6-methyl-4-(4-oxa-7-azaspiro[2.5]octan-7-yl)nicotinamide